3-amino-6-(4-amino-6-quinolyl)-N-(3-fluoro-1-methyl-4-piperidyl)pyridine-2-carboxamide NC=1C(=NC(=CC1)C=1C=C2C(=CC=NC2=CC1)N)C(=O)NC1C(CN(CC1)C)F